5-chloro-2-methyl-N-((1r,4r)-4-((3-(2-methyl-6-(methylamino)pyridin-3-yl)-2-oxo-2,3-dihydro-1H-benzo[d]imidazol-1-yl)methyl)cyclohexyl)nicotinamide ClC=1C=NC(=C(C(=O)NC2CCC(CC2)CN2C(N(C3=C2C=CC=C3)C=3C(=NC(=CC3)NC)C)=O)C1)C